C1(CCC1)C(C=CN(C)C)=O 1-cyclobutyl-3-(dimethylamino)prop-2-en-1-one